C(C)(C)(C)OC(=O)N([C@@H](CC1=CC=CC=C1)C(=O)O)C#N tert-butyloxycarbonyl-cyano-L-phenylalanine